N-((3R,4S)-4-((6-(2,6-difluoro-3,5-di-methoxyphenyl)-8-(((R)-3,3-dimeth-ylbutan-2-yl)amino)pyrido[3,4-d]pyrimidin-2-yl)amino)tetrahydrofuran-3-yl)acrylamide FC1=C(C(=C(C=C1OC)OC)F)C1=CC2=C(N=C(N=C2)N[C@H]2[C@H](COC2)NC(C=C)=O)C(=N1)N[C@H](C)C(C)(C)C